2-(3-((6-Bromoquinolin-4-yl)amino)-5-methoxyphenoxy)-N-methylacetamide BrC=1C=C2C(=CC=NC2=CC1)NC=1C=C(OCC(=O)NC)C=C(C1)OC